C(C)OP(=O)(C)CC=1C=C(C(=O)OC)C=CC1F methyl 3-((ethoxy(methyl)phosphoryl)methyl)-4-fluorobenzoate